1-(dimethylamino)propan-2-ol [(1S,2S)-2-(4-fluoro-2-methyl-phenyl)-1,3-dimethyl-butyl](2S)-2-[(3-hydroxy-4-methoxy-pyridine-2-carbonyl)amino]propanoate FC1=CC(=C(C=C1)[C@H]([C@H](C)[C@](C(=O)OC(CN(C)C)C)(C)NC(=O)C1=NC=CC(=C1O)OC)C(C)C)C